ClC(COC(=O)Cl)(Cl)Cl Chloroformic acid (2,2,2-trichloroethyl) ester